1,5-dimethyl-4-[2-methyl-4-(1-methyl-1H-pyrazol-4-yl)benzenesulfonyl]-1,2,3,4-tetrahydroquinoxaline CN1CCN(C2=C(C=CC=C12)C)S(=O)(=O)C1=C(C=C(C=C1)C=1C=NN(C1)C)C